2-(((1s,2r)-1-amino-2-ethylcyclopentyl)methoxy)-6-methoxy-4-(5-methoxyimidazo[1,2-a]pyridin-3-yl)benzonitrile N[C@@]1([C@@H](CCC1)CC)COC1=C(C#N)C(=CC(=C1)C1=CN=C2N1C(=CC=C2)OC)OC